C(CCC)C([Mg])CCCC.[Li] lithium dibutyl-(methyl)magnesium